6-benzoyl-2-{2-O-[tert-butyl-(dimethyl)silyl]-beta-D-ribofuranosyl}-6,7,8,9-tetrahydro-2H-2,3,5,6-tetraazabenzo[cd]azulene C(C1=CC=CC=C1)(=O)N1C=2C3=C(N(C=C3CCC1)[C@H]1[C@H](O[Si](C)(C)C(C)(C)C)[C@H](O)[C@H](O1)CO)N=CN2